CC1=CC=C(C=C1)OO[SH4]N1C=C(C=2C1=NC=C(C2)C2=CC=C(C=C2)O)C=2N(N=CC2)C 4-{1-[(4-methylphenyl)dioxy-λ6-thio]-3-(2-methylpyrazol-3-yl)pyrrolo[2,3-b]pyridin-5-yl}phenol